C(C=C)NC(=O)C(=O)N allyloxamide